CC=1C2=C(C=3C=C(NC3C1)C(=O)C1=CC=CC=C1)C=CC=C2 (5-methyl-3H-benzo[e]indol-2-yl)-phenyl-methanone